Diethyl 1-[2-(3-chloro-4-methylphenyl)-2-oxoethyl]-4-(3,3-difluorocyclobutyl)-1H-pyrazole-3,5-dicarboxylate ClC=1C=C(C=CC1C)C(CN1N=C(C(=C1C(=O)OCC)C1CC(C1)(F)F)C(=O)OCC)=O